Cl.N1C[C@@H](CC1)CN1CC2(C1)CCC(CC2)CNS(=O)(=O)CC (R)-N-((2-(Pyrrolidin-3-ylmethyl)-2-azaspiro[3.5]nonan-7-yl)methyl)ethanesulfonamide hydrochloride